tert-butyl 2-(7-chloro-2-oxo-5-phenyl-3-(trifluoromethyl)-2,3-dihydro-1H-benzo[e][1,4]diazepin-1-yl)acetate ClC1=CC2=C(N(C(C(N=C2C2=CC=CC=C2)C(F)(F)F)=O)CC(=O)OC(C)(C)C)C=C1